N-[6-[(2R,6S)-2,6-dimethyl-4-morpholinyl]-3-pyridyl]-2-methyl-4'-(trifluoroMethoxy)-[1,1'-biphenyl]-3-carboxamide C[C@@H]1CN(C[C@@H](O1)C)C1=CC=C(C=N1)NC(=O)C=1C(=C(C=CC1)C1=CC=C(C=C1)OC(F)(F)F)C